COC([C@H]1N(CCC1)C([C@@H](NC(=O)OC(C)(C)C)C(C)C)=O)=O Boc-L-valyl-L-proline methyl ester